C(=C)N(C(C)=O)C N-Vinyl-N-Methyl-Acetamide